ethyl rac-(4S,5R)-3-(3,4-difluoro-2-hydroxyphenyl)-4-ethyl-5-methyl-5-(trifluoromethyl)-4,5-dihydrofuran-2-carboxylate FC=1C(=C(C=CC1F)C1=C(O[C@]([C@H]1CC)(C(F)(F)F)C)C(=O)OCC)O |r|